[O].C(C)N(C(=O)C1=CC=CC(=C1)F)C(C)C 2-(ethyl(isopropyl)carbamoyl)-4-fluorobenzene Oxygen